C1(CC1)CN([C@@H]1CC[C@H](CC1)N(C1=C(C(N(C=2C=CC(=NC12)C#N)C)=O)C#N)C)C1=C(C=C(C=C1)F)C trans-8-((4-((cyclopropylmethyl)(4-fluoro-2-methylphenyl)amino)cyclohexyl)(methyl)amino)-5-methyl-6-oxo-5,6-dihydro-1,5-naphthyridine-2,7-dicarbonitrile